N-(methyl(oxo)(4-(5-(trifluoromethyl)-1,2,4-oxadiazol-3-yl)phenyl)-λ6-sulfaneylidene)cyclobutanecarboxamide CS(=NC(=O)C1CCC1)(C1=CC=C(C=C1)C1=NOC(=N1)C(F)(F)F)=O